C(#N)C1CCC(CC1)NC(=O)C=1NC=C(C1)C1=NC(=NC=C1C(F)(F)F)N[C@@H]1CNCCC1 N-(4-cyanocyclohexyl)-4-(2-{[(3S)-piperidin-3-yl]amino}-5-(trifluoromethyl)pyrimidin-4-yl)-1H-pyrrol-2-carboxamide